2-methoxy-5-(5-methyl-2-piperidyl)pyridine COC1=NC=C(C=C1)C1NCC(CC1)C